ClC=1C(N(C(=CC1[C@@H]1[C@H](C1)C=1C=NN(C1)C(F)F)C)C1=C(C(=NC=C1C)C1=C(C(=CC=C1)[S@@](=O)(=NC)C)F)F)=O 3-chloro-4-((1S,2S)-2-(1-(difluoromethyl)-1H-pyrazol-4-yl)cyclopropyl)-2'-(3-((R)-N,S-dimethylsulfonimidoyl)-2-fluorophenyl)-3'-fluoro-5',6-dimethyl-2H-[1,4'-bipyridin]-2-one